sodium 2,2-dimethyl-2-silapentane-5-sulfonate C[Si](C)(CCCS(=O)(=O)[O-])C.[Na+]